trans-2-(4-n-propyl-cyclohexyl)-1,3-propanediol C(CC)[C@@H]1CC[C@H](CC1)C(CO)CO